C1(=CC=CC=C1)NC1=CC=CC2=C1OC1=C2C=CC=C1 N-phenyldibenzo[b,d]furan-4-amine